COC=1C=C(C=CC1OC)N1N=NC2=C1N=CN=C2N2C[C@@H](CC2)NC(C)=O N-{(3R)-1-[3-(3,4-dimethoxyphenyl)-3H-[1,2,3]triazolo[4,5-d]pyrimidin-7-yl]pyrrolidin-3-yl}acetamide